N-(2-chloro-3-((3,5-dimethyl-4-oxo-3,4-dihydroquinazolin-6-yl)amino)-4-fluorophenyl)-6-fluoro-3-azabicyclo[3.1.0]hexane-3-sulfonamide ClC1=C(C=CC(=C1NC=1C(=C2C(N(C=NC2=CC1)C)=O)C)F)NS(=O)(=O)N1CC2C(C2C1)F